N-(1-((1R,2S)-2-fluorocyclopropyl)-2-oxo-1,2-dihydropyridin-3-yl)-7-isopropoxy-2-((1S,4R)-1-(methoxymethyl)-2-oxabicyclo[2.2.1]hept-4-yl)imidazo[1,2-a]pyrimidine-6-carboxamide F[C@@H]1[C@@H](C1)N1C(C(=CC=C1)NC(=O)C=1C(=NC=2N(C1)C=C(N2)[C@@]21CO[C@@](CC2)(C1)COC)OC(C)C)=O